FC1=C(C(=C(C(=C1F)F)F)F)B(C1=C(C(=C(C(=C1F)F)F)F)F)C1=C(C(=C(C(=C1F)F)F)F)F tris(perfluoro-phenyl)borane